2-bromo-N-[1-(3-bromo-2-fluoro-phenyl)-2,2,2-trifluoro-ethyl]-N-cyclopropyl-acetamide BrCC(=O)N(C1CC1)C(C(F)(F)F)C1=C(C(=CC=C1)Br)F